C1=CC=CC2=NC(C3=C(C=C21)C=CC=C3)=O dibenzo[b,e]azepin-6-one